FC(C1=C(C=CC(=N1)OC1CCC2(CNC2)CC1)CC)F 7-((6-(Difluoromethyl)-5-ethylpyridin-2-yl)oxy)-2-azaspiro[3.5]nonan